benzhydryl-1,3-bis(aminomethyl)benzene C(C1=CC=CC=C1)(C1=CC=CC=C1)C1=C(C=CC=C1CN)CN